2-(4-chlorophenyl)-8,8-dimethyl-4H,8H-pyrano[2,3-f]chromen-4-one ClC1=CC=C(C=C1)C1=CC(C=2C(=C3C=CC(OC3=CC2)(C)C)O1)=O